C1(=CC=CC=C1)C(O)(C1=CC=CC=C1)C1=CC=CC=C1 Triphenyl-methanol